(S)-3-((8-(2,4-dichlorophenyl)-9-(4-((1-(3-fluoropropyl)pyrrolidin-3-yl)oxy)phenyl)-6,7-dihydro-5H-benzo[7]annulen-3-yl)amino)-4-hydroxycyclobut-3-ene-1,2-dione ClC1=C(C=CC(=C1)Cl)C=1CCCC2=C(C1C1=CC=C(C=C1)O[C@@H]1CN(CC1)CCCF)C=CC(=C2)NC=2C(C(C2O)=O)=O